N-(1-cyclobutyl-4-fluoro-6-(1-hydroxycyclobutyl)-1H-benzo[d]imidazol-2-yl)-4,4,4-trifluoro-3,3-dimethylbutanamide C1(CCC1)N1C(=NC2=C1C=C(C=C2F)C2(CCC2)O)NC(CC(C(F)(F)F)(C)C)=O